(E)-4-benzyl-3-(3-(2-trifluoromethylphenyl)acryloyl)oxazolidin-2-one-5,5-d2 C(C1=CC=CC=C1)C1N(C(OC1([2H])[2H])=O)C(\C=C\C1=C(C=CC=C1)C(F)(F)F)=O